5-(2,6-dimethyl-4-(piperidin-4-ylmethyl)piperazin-1-yl)-2-(2,6-dioxopiperidin-3-yl)isoindoline-1,3-dione CC1N(C(CN(C1)CC1CCNCC1)C)C=1C=C2C(N(C(C2=CC1)=O)C1C(NC(CC1)=O)=O)=O